dihydrospiro[indene-2,4'-piperidine]-6-carboxamide N1CCC2(CC1)CC1=CC(=CC=C1C2)C(=O)N